FC1=CC=C2C=COC3(NCC4=CC=CC=C34)C2=C1 7-fluoro-spiro(isochromene-1,1'-isoindoline)